ClC=1C=C(C=C(C1)C=O)C1(CC1)C#N 1-(3-chloro-5-formylphenyl)cyclopropanecarbonitrile